C(C)N1C(C2C3C=CC(C2CC1)C3)=O 4-ethyl-4-aza-tricyclo[6.2.1.02,7]-9-undecene-3-one